(1-(5-amino-4-ethyl-2-methylbenzoyl)-4-fluoropiperidin-4-yl)nicotinonitrile NC=1C(=CC(=C(C(=O)N2CCC(CC2)(F)C2=C(C#N)C=CC=N2)C1)C)CC